2-[2-(3-chlorophenyl)ethoxy]-N-{3-[2-(3,4-dichlorophenoxy)acetylamino]-bicyclo[1.1.1]pentan-1-yl}acetamide ClC=1C=C(C=CC1)CCOCC(=O)NC12CC(C1)(C2)NC(COC2=CC(=C(C=C2)Cl)Cl)=O